C(C)(C)(C)OC(=O)N1CCN(CC1)C1=CC=C2C(CN(C2=C1)C(=O)OC(C)(C)C)(C(=O)OC)CCC#N 1-(tert-butyl) 3-methyl 6-(4-(tert-butoxy carbonyl) piperazin-1-yl)-3-(2-cyanoethyl)indoline-1,3-dicarboxylate